P12OCC(CO1)CO2 1-phospha-2,6,7-trioxabicyclo[2.2.2]octane